3-[3-(3-methyl-1H-pyrrolo[2,3-b]pyridin-4-yl)-5-(prop-2-enoyl)-4,5,6,7-tetrahydropyrazolo[1,5-a]pyrazin-2-yl]benzonitrile CC1=CNC2=NC=CC(=C21)C=2C(=NN1C2CN(CC1)C(C=C)=O)C=1C=C(C#N)C=CC1